CN(CC[C@H](C(=O)OC1=C(C=CC=C1C(C)C)C(C)C)F)C 2,6-diisopropylphenyl (R)-4-(dimethylamino)-2-fluorobutyrate